2-(2,6-diazaspiro[3.3]heptan-2-yl)acetamide C1N(CC12CNC2)CC(=O)N